C1=CC(=CC=2SC3=C(C21)C=CC(=C3)C(=O)O)C(=O)O dibenzo[b,d]thiophene-3,7-dicarboxylic acid